BrC=1C=CC=2N(C1)C=NC2C2=NN=CN2 3-[6-bromoimidazo[1,5-a]pyridin-1-yl]-4H-1,2,4-triazole